N-[3,5-bis(trifluoromethyl)phenyl]-N'-[(9R)-6'-methoxy-9-cinchonanyl]thiourea FC(C=1C=C(C=C(C1)C(F)(F)F)NC(=S)N[C@@H]([C@H]1C[C@H]2[C@H](CN1CC2)C=C)C2=CC=NC1=CC=C(C=C21)OC)(F)F